N-(2-Amino-1-(5-(hydroxymethyl)thiazol-2-yl)ethyl)-5-(5-(trifluoromethyl)pyridin-2-yl)-1H-pyrrole-2-carboxamide NCC(C=1SC(=CN1)CO)NC(=O)C=1NC(=CC1)C1=NC=C(C=C1)C(F)(F)F